CS(=O)(=O)C1=CC=C(CN)C=C1 4-(methylsulfonyl)benzylamine